N1(CCNCC1)CCOCCCCCCCCOC1=CC=C(C=C1)C(C)C 2-(4-((8-(2-(piperazin-1-yl)ethoxy)octyl)oxy)phenyl)propane